ethyl 6-[(2-hydroxy-2-methyl-propoxy)methyl]pyrazolo[1,5-a]pyridine-3-carboxylate OC(COCC=1C=CC=2N(C1)N=CC2C(=O)OCC)(C)C